C(C)(C)(C)C1=C(C=C(C=C1)CCCCCCCC)O tert-butyl-5-octylphenol